N1CC[C@@H](CCC1)OC1=NC(=CC=2N1C=CN2)C=2C=NN(C2)C |o1:3| (R) or (S)-5-(azepan-4-yloxy)-7-(1-methyl-1H-pyrazol-4-yl)imidazo[1,2-c]pyrimidine